(DL)-cysteine N[C@@H](CS)C(=O)O |r|